ClCC(C[C@@]1(NCC2(CC2)C1)C(=O)OC)=C (R)-methyl 6-(2-(chloromethyl)allyl)-5-azaspiro[2.4]heptane-6-carboxylate